OC(CC(=O)O)C.[Na] Sodium 3-Hydroxybutyric Acid